C12(CC3CC(CC(C1)C3)C2)NC(=O)C2CCC(CC2)CNC2=C3C(N(C(=NC3=CC=C2)C)C2C(NC(CC2)=O)=O)=O N-((3s,5s,7s)-adamantan-1-yl)-4-(((3-(2,6-dioxopiperidin-3-yl)-2-methyl-4-oxo-3,4-dihydroquinazolin-5-yl)amino)methyl)cyclohexanamide